(S)-1-(6-(1-methyl-1H-pyrazol-4-yl)pyrrolo[1,2-b]pyridazin-4-yl)-3-(oxetan-3-yl)-2-oxopyrrolidine-3-carbonitrile CN1N=CC(=C1)C=1C=C2N(N=CC=C2N2C([C@](CC2)(C#N)C2COC2)=O)C1